NC=1NC2=CC=C(C=C2C1C#N)C1=CC=C(C=C1)S(=O)(=O)N1CCC(CC1)NC1=NC=C(C=C1)C(F)(F)F 2-amino-5-(4-((4-((5-(trifluoromethyl)pyridin-2-yl)amino)piperidin-1-yl)sulfonyl)phenyl)-1H-indole-3-carbonitrile